2-bromo-5-cyclopropylsulfonyl-thiophene BrC=1SC(=CC1)S(=O)(=O)C1CC1